NC1=C(C=C(C=C1C(=O)N)\C=C\C(NC=1C=C(C=CC1)C)=O)C1=CC=C(C=C1)S(N)(=O)=O (E)-2-amino-5-(3-oxo-3-(m-tolylamino)prop-1-en-1-yl)-4'-sulfamoyl-[1,1'-biphenyl]-3-carboxamide